C(C)NC(CCCCCCC)=O N-ethyl-octanamide